(3R,4R)-4-(3,4-dihydroisoquinolin-2(1H)-yl)-1-(benzenesulfonyl)piperidin-3-ol C1N(CCC2=CC=CC=C12)[C@H]1[C@@H](CN(CC1)S(=O)(=O)C1=CC=CC=C1)O